S(=O)(=O)(O)O.C1(=C(C(=CC=C1)O)O)O 1,2,3-benzenetriol sulfate